C(\C=C(/C)\CCC=C(C)C)(=O)OCC[N+](C)(C)C Choline Geranate